Cl.Cl.CN1[C@@H](CN[C@H](C1)C)C (2R,5S)-1,2,5-trimethylpiperazine dihydrochloride